4'-((2-ethyl-1H-imidazol-1-yl)methyl)-3'-fluoro-5-isobutyl-N-(pyrimidin-2-yl)-[1,1'-biphenyl]-2-sulfonamide C(C)C=1N(C=CN1)CC1=C(C=C(C=C1)C=1C(=CC=C(C1)CC(C)C)S(=O)(=O)NC1=NC=CC=N1)F